ClC1=NN=C2N1C1=CC=CC=C1C(=N2)N(C)C2=NC(=NC=C2)C=2C=NC(=CC2)OC chloro-N-(2-(6-methoxypyridin-3-yl)pyrimidin-4-yl)-N-methyl-[1,2,4]triazolo[4,3-a]quinazolin-5-amine